4-((1S,3S,5R)-3-ethoxy-8-azabicyclo[3.2.1]oct-1-yl)benzoic acid methyl ester COC(C1=CC=C(C=C1)[C@@]12C[C@H](C[C@@H](CC1)N2)OCC)=O